tris[(2-pyridyl)methyl]amine N1=C(C=CC=C1)CN(CC1=NC=CC=C1)CC1=NC=CC=C1